N[C@H](C1CCN(CC1)C(=O)C=1C=NN(C1)C)C1=C(C=C(C(=C1)Cl)Cl)O (R)-(4-(amino(4,5-dichloro-2-hydroxyphenyl)methyl)piperidin-1-yl)(1-methyl-1H-pyrazol-4-yl)methanone